OC(C)C1=CC(=NC=C1)N1N=CC(=C1)S(=O)(=O)NC=1C2=C(C=NC1OC)C=NN2C 1-(4-(1-hydroxyethyl)pyridin-2-yl)-N-(6-methoxy-1-methyl-1H-pyrazolo[4,3-c]pyridin-7-yl)-1H-pyrazole-4-sulfonamide